ClC=1C=C(C=CC1F)NC1=NC=NC2=CC(=C(C=C12)NC(C=CCCN1CCCCCC1)=O)OC 5-Azepan-1-yl-pent-2-enoic acid [4-(3-chloro-4-fluoro-phenylamino)-7-methoxy-quinazolin-6-yl]-amide